6-(imidazo[1,5-a]pyridin-7-yl)-5-(1-((1-methylcyclopentyl)methyl)-1H-pyrazol-4-yl)picolinonitrile C=1N=CN2C1C=C(C=C2)C2=C(C=CC(=N2)C#N)C=2C=NN(C2)CC2(CCCC2)C